BrC=1SC(=C(N1)Br)C=O 2,4-dibromo-1,3-thiazole-5-carbaldehyde